CN(C)CC1=CC=C(O1)S(=O)(=O)NC(NC1=C2CCCC2=CC=2CCCC12)=O 5-((Dimethylamino)methyl)-N-((1,2,3,5,6,7-hexahydro-s-indacen-4-yl)carbamoyl)furan-2-sulfonic acid amide